C(C)OCCN(CC[C@@H](C(=O)O)NC(=O)C=1C=NNC1C(F)(F)F)CCCCC1=NC=2NCCCC2C=C1 (S)-4-((2-ethoxyethyl)(4-(5,6,7,8-tetrahydro-1,8-naphthyridin-2-yl)butyl)amino)-2-(5-(trifluoromethyl)-1H-pyrazole-4-carboxamido)butanoic acid